[N+](=O)([O-])C1=CC=C(C=C1)[O-].[Na+] Sodium 4-nitrophenolate